butyl 3-(1-methyl-7-methylsulfonyl-2-oxo-4H-pyrimido[4,5-d]pyrimidin-3-yl)indoline-1-carboxylate CN1C(N(CC=2C1=NC(=NC2)S(=O)(=O)C)C2CN(C1=CC=CC=C21)C(=O)OCCCC)=O